7-chloro-11H-benzo[4,5]imidazo[2,1-a]isoindol-11-one ClC=1C=CC2=C(N=C3N2C(C2=CC=CC=C32)=O)C1